SCCCCCCNN mercaptohexanyl-hydrazine